4-(dodecanoyloxy)benzene-1-sulfonic acid sodium salt [Na+].C(CCCCCCCCCCC)(=O)OC1=CC=C(C=C1)S(=O)(=O)[O-]